FC=1C=C2C(=NNC2=CC1OCCOC)C1=CC(=NO1)C1=CC=C(C=C1)C(=O)N1CC2(CCO2)C1 5-Fluoro-6-(2-methoxyethoxy)-3-[3-(4-{1-oxa-6-azaspiro[3.3]heptane-6-carbonyl}phenyl)-1,2-oxazol-5-yl]-1H-indazole